diethoxymonoethoxymonobutoxysilane C(C)O[Si](OCCCC)(OCC)OCC